(S)-3-aminobutyric acid methyl ester hydrochloride Cl.COC(C[C@H](C)N)=O